BrC=1CCNCC1 4-bromo-1,2,3,6-tetrahydropyridine